C1(CCCCC1)NC(=O)[C@H]1CNCCC1 (R)-N-cyclohexylpiperidine-3-carboxamide